NCCOCCOCCOCCOCCOCCOCCOCCOCCC(N[C@H](C(N[C@H](C(=O)N)C)=O)C(C)C)=O (29S,32S)-1-amino-29-isopropyl-32-methyl-27,30-dioxo-3,6,9,12,15,18,21,24-octaoxa-28,31-diazatritriacontan-33-amide